3-({[(1R)-6-[(4-cyclopropylphenyl)(methyl)amino]-1,2,3,4-tetrahydronaphthalen-1-yl]methyl}amino)pyridine-4-carboxylic acid C1(CC1)C1=CC=C(C=C1)N(C=1C=C2CCC[C@H](C2=CC1)CNC=1C=NC=CC1C(=O)O)C